N1(C=NC2=C1C=CC=C2)C=2C1=C(N=C(N2)NC=2C(=NC(=CC2)N2CCN(CC2)C)OC)NC=C1 4-(1H-benzo[d]imidazol-1-yl)-N-(2-methoxy-6-(4-methylpiperazin-1-yl)pyridin-3-yl)-7H-pyrrolo[2,3-d]pyrimidin-2-amine